N-[2-cyclopropyl-3-(4-fluorophenyl)-2-methylpropyl]-5-fluoro-4-methoxypyrimidine-2-carboxamide C1(CC1)C(CNC(=O)C1=NC=C(C(=N1)OC)F)(CC1=CC=C(C=C1)F)C